C1=CC=CC=2C(C3=C(C=4NC=5C6=C(CC(C5C4C=4C3=NC3=C5C(C=CC34)=CC3=CC(C=CC3=C5)=O)=O)C(C=5C=CC=CC5C6=O)=O)C(C12)=O)=O 16,23-Dihydrodinaphtho[2,3-a:2',3'-i]naphth[2',3':6,7]indolo[2,3-c]carbazole-5,10,15,17,22,24-hexone